OC(C=1C=CC2=C(C(=C(O2)C)C(=O)O)C1)C1=CC=CC=C1 5-(hydroxy(phenyl)methyl)-2-methylbenzofuran-3-carboxylic acid